C1(=CC=CC=C1)S(=O)(=O)N[C@H](C(=O)O)CNC(C1=CC=C(C=C1)N1C[C@H](CCC1)NC=1NCCCN1)=O (S)-2-(phenylsulfonamido)-3-(4-((S)-3-((1,4,5,6-tetrahydropyrimidin-2-yl)amino)piperidin-1-yl)benzamido)propanoic acid